(S)-N-p-toluenesulfonyl-1-(4-fluorophenyl)-1-[2-(piperazine-1-yl)pyrimidin-5-yl]ethylamine CC1=CC=C(C=C1)S(=O)(=O)N[C@](C)(C=1C=NC(=NC1)N1CCNCC1)C1=CC=C(C=C1)F